3-(5-{Methyl[(1R,3s,5S)-8-methyl-8-azabicyclo[3.2.1]octan-3-yl]amino}[1,3]thiazolo[5,4-d][1,3]thiazol-2-yl)-6-(1H-pyrazol-4-yl)pyrimidin-4(3H)-on Hydrochlorid Cl.CN(C=1SC2=C(N1)SC(=N2)N2C=NC(=CC2=O)C=2C=NNC2)C2C[C@H]1CC[C@@H](C2)N1C